N-((1r,4r)-4-((1-(trifluoromethyl)cyclopropyl)methoxy)cyclohexyl)-5,6-dihydrobenzo[f]imidazo[1,5-d][1,4]oxazepine-10-carboxamide FC(C1(CC1)COC1CCC(CC1)NC(=O)C=1C=CC2=C(C=3N(CCO2)C=NC3)C1)(F)F